3-iodo-6-chloro-1H-pyrazolo[3,4-d]pyrimidin-4-amine IC1=NNC2=NC(=NC(=C21)N)Cl